O=C(NCCOCCOCCOCCNC(C1=CC=C(C=C1)C1(N=N1)C(F)(F)F)=O)CCCC[C@@H]1SC[C@@H]2NC(N[C@@H]21)=O N-(13-oxo-17-((3aS,4S,6aR)-2-oxohexahydro-1H-thieno[3,4-d]imidazol-4-yl)-3,6,9-trioxa-12-azaheptadecyl)-4-(3-(trifluoromethyl)-3H-diazirin-3-yl)benzamide